1-(3-((1,3-dimethylpyrrolidine-3-carbonyl)oxy)-2-(((9Z,12Z)-octadeca-9,12-dienoyloxy)methyl)propyl) 10-octyl decanedioate C(CCCCCCCCC(=O)OCCCCCCCC)(=O)OCC(COC(=O)C1(CN(CC1)C)C)COC(CCCCCCC\C=C/C\C=C/CCCCC)=O